(3R)-3-amino-8-fluoro-5-[[4-(4-methoxyphenyl)phenyl]methyl]-7-[5-(1-methyl-1-methylsulfonyl-ethyl)-1,3,4-oxadiazol-2-yl]-1,1-dioxo-2,3-dihydro-1λ6,5-benzothiazepine-4-One N[C@H]1CS(C2=C(N(C1=O)CC1=CC=C(C=C1)C1=CC=C(C=C1)OC)C=C(C(=C2)F)C=2OC(=NN2)C(C)(S(=O)(=O)C)C)(=O)=O